C(#N)C=1C=C(C=CC1)C1=NC2=C(N1C(C(=O)NC1CCCCC1)CCC1=CC=CC=C1)C=CC=C2 2-[2-(3-cyano-phenyl)-benzimidazol-1-yl]-N-cyclohexyl-4-phenyl-butyramide